3-[(3R)-3-[3-(1H-pyrazol-4-yl)-1-tetrahydropyran-2-yl-indazol-5-yl]oxybutoxy]propyl 4-methylbenzenesulfonate CC1=CC=C(C=C1)S(=O)(=O)OCCCOCC[C@@H](C)OC=1C=C2C(=NN(C2=CC1)C1OCCCC1)C=1C=NNC1